CS(=O)(=O)N1CCC(CC1)C1=CC=C(C=C1)C#C[Si](CC)(CC)CC 1-(methylsulfonyl)-4-(4-((triethylsilyl)ethynyl)phenyl)piperidine